CC=1N=C(SC1)C=1C=CC2=C(C=3CN(C(C3C=C2)=O)CC(C(=O)N)=C)C1 2-{[8-(4-methyl-1,3-thiazol-2-yl)-3-oxo-1H,2H,3H-benzo[e]isoindol-2-yl]methyl}prop-2-enamide